C(#N)N1CC(CC1)C1=CC(=NN1)C=1C=C(C=CC1)NC(C)=O N-(3-(5-(1-Cyanopyrrolidin-3-yl)-1H-pyrazol-3-yl)phenyl)acetamide